hydroxy-4-methylvalerate OC(C(=O)[O-])CC(C)C